chloroform-13C [13CH](Cl)(Cl)Cl